3-isopropyl-2,4-pentanedione C(C)(C)C(C(C)=O)C(C)=O